2-methyl-9-oxo-11-{5-[(1-oxo-eicosyl) oxy] pentyl}-2,8-diaza-5,10-dioxahexadec-16-yl eicosanoate C(CCCCCCCCCCCCCCCCCCC)(=O)OCCCCCC(OC(NCCOCCN(C)C)=O)CCCCCOC(CCCCCCCCCCCCCCCCCCC)=O